bromo-2-methoxy-2,3,4,4a-tetrahydro-9H-fluoren-9-one BrC=1C(CCC2C3=CC=CC=C3C(C12)=O)OC